FC(C1=C(C=NN1)C=C1CC2(CN(C2)C(=O)OC(C)(C)C)C1)(F)F tert-butyl 6-[[5-(trifluoromethyl)-1H-pyrazol-4-yl] methylene]-2-azaspiro[3.3]heptane-2-carboxylate